CC(C)C(C)C 2-methyl-3-methyl-butane